OCC1=CC(=C(C(=C1)OC)S(=O)(=O)NC1=NOC2=C1C(=CC=C2)OC)OC 4-(hydroxymethyl)-2,6-dimethoxy-N-(4-methoxybenzo[d]isoxazol-3-yl)benzenesulfonamide